S(=O)(=O)(C1=CC=C(N=NC2=CC=C(N(C)C)C=C2)C=C1)S(=O)(=O)Cl DABSYL-sulfonyl chloride